FC1=CC=C(C=C1)N1C(=C(C2=C(C=CC=C12)O)C1=C(C(=O)O)C=CC=C1)C(F)(F)F [1-(4-fluorophenyl)-4-hydroxy-2-(trifluoromethyl)indol-3-yl]benzoic acid